tert-Butyl 6-(1-cyclopropyl-6-isoquinolyl)spiro[chromane-2,4'-piperidine]-1'-carboxylate C1(CC1)C1=NC=CC2=CC(=CC=C12)C=1C=C2CCC3(CCN(CC3)C(=O)OC(C)(C)C)OC2=CC1